COC(C(CC(=O)C1=CC=C(C=C1)C)C1=CC=C(C=C1)C(F)(F)F)OC 4,4-dimethoxy-1-(p-tolyl)-3-(4-(trifluoromethyl)phenyl)butan-1-one